COC([C@@H](NCC1=CC=CC=C1)CO)=O (S)-benzyl-serine methyl ester